CC1=C(OCC(=O)OC)C=CC(=C1)OC\C=C(/C1=CC=C(C=C1)C#CCN1CCCC1)\C1=CC=C(C=C1)C=1SC(=CC1)C methyl (E)-[2-methyl-4-[3-[4-(5-methylthiophen-2-yl)phenyl]-3-[4-[3-(pyrrolidin-1-yl)propynyl]phenyl]-allyloxy]phenoxy]acetate